cis-8-dimethylamino-8-phenyl-3-pyridazin-3-yl-1,3-diazaspiro[4.5]decan-2-one CN(C1(CCC2(CN(C(N2)=O)C=2N=NC=CC2)CC1)C1=CC=CC=C1)C